3-((1-ethyl-1H-benzo[d]imidazol-5-yl)ethynyl)-1-((3S,5R)-5-(methoxymethyl)pyrrolidin-3-yl)-1H-pyrazolo[4,3-c]pyridin-4-amine hydrochloride Cl.C(C)N1C=NC2=C1C=CC(=C2)C#CC2=NN(C1=C2C(=NC=C1)N)[C@@H]1CN[C@H](C1)COC